NC1=NC2=CC(=CC=C2C(=N1)NC(C(C)(O)C)O)C1=CC=NN1C1OCCCC1 ((2-amino-7-(1-(tetrahydro-2H-pyran-2-yl)-1H-pyrazol-5-yl)quinazolin-4-yl)amino)-2-methylpropane-1,2-diol